FC(C(=O)O)(F)F.C(C1=CC=CC=C1)OC1=C(C=C2C(=NC(=NC2=C1)N1CCCC1)N[C@H]1CNCCC1)OC (R)-7-(Benzyloxy)-6-methoxy-N-(piperidin-3-yl)-2-(pyrrolidin-1-yl)quinazolin-4-amine trifluoroacetic acid salt